(2-METHYL-1-OXOISOINDOLIN-5-YL)BORONIC ACID CN1C(C2=CC=C(C=C2C1)B(O)O)=O